N-((7,8-dimethylquinoxalin-6-yl)methyl)-4-(piperazin-1-yl)pyridin-3-amine CC1=C(C=C2N=CC=NC2=C1C)CNC=1C=NC=CC1N1CCNCC1